C(C)[Si](O[Si](C)(C)C)(O[Si](C)(C)C)CCCO[Si](C)(C)C 3-ethyl-1,1,1,5,5,5-hexamethyl-3-[3-(trimethylsiloxy)propyl]trisiloxane